O=C1CCC(CC1)C1=CC=C(OCCCCCCCCCCCCO)C=C1 12-(4-(4-oxocyclohexyl)phenoxy)dodecyl alcohol